3-(2-chloro-5-fluoro-4-(3-hydroxyazetidin-1-yl)phenyl)-1-((2-(trimethylsilyl)ethoxy)methyl)piperidine-2,6-dione ClC1=C(C=C(C(=C1)N1CC(C1)O)F)C1C(N(C(CC1)=O)COCC[Si](C)(C)C)=O